C(C1=CC=CC=C1)OCC1CCC(CC1)C=1SC2=C(N1)C=C(C(=C2)NC(=O)C2=NC(=CC(=C2)F)C)C(=O)OC methyl 2-[4-(benzyloxymethyl) cyclohexyl]-6-[(4-fluoro-6-methyl-pyridine-2-carbonyl)amino]-1,3-benzothiazole-5-carboxylate